N-[3-[2-(difluoromethoxy)-5-(oxetan-3-ylsulfanyl)phenyl]-1-[2-[[(3R)-tetrahydrofuran-3-yl]amino]ethyl]pyrazol-4-yl]pyrazolo[1,5-a]pyrimidine-3-carboxamide FC(OC1=C(C=C(C=C1)SC1COC1)C1=NN(C=C1NC(=O)C=1C=NN2C1N=CC=C2)CCN[C@H]2COCC2)F